3-(3-((2S,6R)-2,6-dimethylmorpholino)phenyl)-1H-indazol-5-amine C[C@@H]1O[C@@H](CN(C1)C=1C=C(C=CC1)C1=NNC2=CC=C(C=C12)N)C